C1(CC1)C1=CC=C(C=C1)C=1N=C2N(C=CC=N2)C1CC12CNCC(CC1)N2C2(C(N=C(C=C2)OC)C=O)F 3-{[2-(4-cyclopropylphenyl)imidazo[1,2-a]pyrimidin-3-yl]methyl-3,8-diazabicyclo[3.2.1]octan-8-yl}(3-fluoro-6-methoxypyridin-2-yl)methanone